6-chloro-4-(2-methyl-2,8-diazaspiro[4.5]decan-8-yl)-2-(pyridin-4-yl)pyrido[3,4-d]pyrimidine ClC1=CC2=C(N=C(N=C2N2CCC3(CCN(C3)C)CC2)C2=CC=NC=C2)C=N1